CN1N=CC=2C1=NC=CC2 1-methyl-1H-pyrazolo[3,4-b]Pyridine